[Pd].CC=1C(C2=CC=CC=C2C1)=O methyl-indenone palladium